2-((1R,5S,6R)-3-(5-ethynyl-2-((S)-2-methylazetidin-1-yl)-6-(trifluoromethyl)pyrimidin-4-yl)-3-azabicyclo[3.1.0]hex-6-yl)acetic acid C(#C)C=1C(=NC(=NC1C(F)(F)F)N1[C@H](CC1)C)N1C[C@@H]2C([C@@H]2C1)CC(=O)O